3-(5-(tert-butyl)-1-methyl-1H-pyrazol-3-yl)aniline C(C)(C)(C)C1=CC(=NN1C)C=1C=C(N)C=CC1